N-[(1S)-1-(dicyclopropylmethyl)-2-[4-(3,5-dimethyl-1H-pyrazol-4-yl)anilino]-2-oxo-ethyl]-2-(2,2,2-trifluoroethyl)pyrazole-3-carboxamide C1(CC1)C([C@@H](C(=O)NC1=CC=C(C=C1)C=1C(=NNC1C)C)NC(=O)C=1N(N=CC1)CC(F)(F)F)C1CC1